4,5,5-trihydroxyleucine OC(C[C@H](N)C(=O)O)(C)C(O)O